5-({butyl[1-({6-[4-(ethylcarbamoyl)phenoxy]-2-methyl-3-pyridinyl}methyl)-4-piperidinyl]carbamoyl}amino)-2,4-difluorobenzamide C(CCC)N(C(=O)NC=1C(=CC(=C(C(=O)N)C1)F)F)C1CCN(CC1)CC=1C(=NC(=CC1)OC1=CC=C(C=C1)C(NCC)=O)C